C1(CC1)C(=O)NC=1SC2=C(C=NC(=C2)N(C(=O)NC2=CC=C(C=C2)OC(F)(F)F)CCN2CCOCC2)N1 (2-Cyclopropanecarboxamidothiazolo[4,5-c]pyridin-6-yl)-1-[2-(4-morpholinyl)ethyl]-3-(4-trifluoromethoxyphenyl)urea